(2H-1,2,3-Triazol-2-yl)-5-(Trideuteromethyl)benzoic acid N=1N(N=CC1)C1=C(C(=O)O)C=C(C=C1)C([2H])([2H])[2H]